C(C)(=O)N1C[C@@H](N(C[C@@H]1C)C(C=C)=O)C1=CC(=CC(=C1)Cl)C1=NC=C(C=N1)N 1-((2S,5S)-4-acetyl-2-(3-(5-aminopyrimidin-2-yl)-5-chlorophenyl)-5-methylpiperazin-1-yl)prop-2-en-1-one